2-hydroxy-4-methylsulfanyl-butyric acid methyl ester COC(C(CCSC)O)=O